CN1C(C2=CC=C(C=C2C(=N1)N[C@H](C)C=1SC=C(C1)C1=C(C=CC=C1)CNC)N1CCOCC1)=O (R)-methyl-4-((1-(4-(2-((methylamino)methyl)phenyl)thiophenyl)ethyl)amino)-6-morpholinophthalazin-1(2H)-one